3-chloro-N-((1,6-dimethyl-1H-benzimidazol-7-yl)methyl)-4-(trifluoromethoxy)-benzamide ClC=1C=C(C(=O)NCC2=C(C=CC3=C2N(C=N3)C)C)C=CC1OC(F)(F)F